1-(2-ethyl-1-hexenyl)piperidine C(C)C(=CN1CCCCC1)CCCC